C[C@@H]1CN(C[C@@H](N1)C)C=1SC=2C(=NC=C(C2)C(F)(F)F)N1 (3R,5S)-3,5-dimethyl-1-[6-(trifluoromethyl)-[1,3]thiazolo[4,5-b]pyridin-2-yl]piperazine